NCC12C3(CCC(C2CCC1)C3)CN bis(aminomethyl)tricyclo(5.2.1.02,6)decane